CC(C)(C)OC(=O)NC1=CC=C(OC2=C3C(=NC=C2)NC(=C3)C(=O)O)C=C1 4-[4-({[(2-methyl-2-propanyl)oxy]carbonyl}amino)phenoxy]-1H-pyrrolo[2,3-b]pyridine-2-carboxylic acid